C(C=C)(=O)N(C(C=C)=O)C1=NC=C(C(=C1)\C=C\C1CCC(CC1)(F)F)C#N (E)-N-acryloyl-N-(5-cyano-4-(2-(4,4-difluorocyclohexyl)vinyl)pyridin-2-yl)acrylamide